4-(benzylthio)-2-(bis(3-chloro-4-fluorophenyl)methyl)-1H-imidazole C(C1=CC=CC=C1)SC=1N=C(NC1)C(C1=CC(=C(C=C1)F)Cl)C1=CC(=C(C=C1)F)Cl